CC1=NOC(=C1S(=O)(=O)N1CC(OCC1)C=1SC2=C(C1)C=CC=C2)C [4-(3,5-dimethylisoxazol-4-yl)sulfonylmorpholin-2-yl]benzothiophene